5-[2-(cycloheptylamino)-4-methyl-thiazol-5-yl]-2-methoxy-N-(4-methoxy-2-methylphenyl)benzenesulfonamide C1(CCCCCC1)NC=1SC(=C(N1)C)C=1C=CC(=C(C1)S(=O)(=O)NC1=C(C=C(C=C1)OC)C)OC